N1CC(C1)N1N=CC(=C1)Br 1-(azetidin-3-yl)-4-bromo-pyrazole